6-fluoro-7-methyl-1,2-di-hydroquinolin-2-one FC=1C=C2C=CC(NC2=CC1C)=O